chlorotheophylline (chlorotheophyllinate) ClC(N1C(=O)N(C)C=2N=CNC2C1=O)C(=O)O.ClCN1C(=O)N(C)C=2N=CNC2C1=O